N-(3-{4-amino-2-[(2-cyanoethyl)amino]quinazolin-7-yl}phenyl)prop-2-enamide NC1=NC(=NC2=CC(=CC=C12)C=1C=C(C=CC1)NC(C=C)=O)NCCC#N